(3,5-dibromo-4-((4-oxo-3,4-dihydrophthalazin-1-yl)oxy)phenyl)-3,5-dioxo-2,3,4,5-tetrahydro-1,2,4-triazine-6-carbonitrile sodium salt [Na].BrC=1C=C(C=C(C1OC1=NNC(C2=CC=CC=C12)=O)Br)N1N=C(C(NC1=O)=O)C#N